(2R,3R)-3-((R)-1-(butylamino)ethyl)-4-oxoazetidine C(CCC)N[C@H](C)[C@H]1CNC1=O